FC(COCC(C)N1[C@@H](C=CC(=C1)N1CCCC1)C(=O)N)([2H])[2H] (2S)-1-{[2-fluoro(2,2-dideuterio)ethyl]oxylpropan-2-yl}-5-(pyrrolidin-1-yl)pyridine-2-carboxamide